(3-chloro-2-methylphenyl)-N2-methyl-7-vinylpyrido[3,2-d]pyrimidine-2,4-diamine ClC=1C(=C(C=CC1)C=1C(=CC=2N=C(N=C(C2N1)N)NC)C=C)C